3-(2-Ethoxy-4-fluorophenoxy)-6-methyl-N-(3-(S-methylsulfonimidoyl)phenyl)pyridazine-4-carboxamide C(C)OC1=C(OC=2N=NC(=CC2C(=O)NC2=CC(=CC=C2)S(=O)(=N)C)C)C=CC(=C1)F